N-((S)-2-(dimethylamino)-3-(2-oxoindolin-5-yl)propyl)-3-(pyrimidin-2-yl)-3-(1-(trifluoromethyl)cyclopropyl)propenamide CN([C@H](CNC(C=C(C1(CC1)C(F)(F)F)C1=NC=CC=N1)=O)CC=1C=C2CC(NC2=CC1)=O)C